N,N-diphenylpiperidin-4-amine C1(=CC=CC=C1)N(C1CCNCC1)C1=CC=CC=C1